(S)-quinuclidin-3-yl (6-(4-(tert-butyl)phenyl)-1,2,3,4-tetrahydronaphthalen-1-yl)carbamate C(C)(C)(C)C1=CC=C(C=C1)C=1C=C2CCCC(C2=CC1)NC(O[C@@H]1CN2CCC1CC2)=O